OCC1C(OC2(CN1C1=CC=CC=C1)C(NC(CC2)=O)=O)(C)C 3-(Hydroxymethyl)-2,2-dimethyl-4-phenyl-1-oxa-4,8-diazaspiro[5.5]undecane-7,9-dione